3'-chloro-[1,1'-biphenyl]-4-carboxylic acid ClC=1C=C(C=CC1)C1=CC=C(C=C1)C(=O)O